[Si](C)(C)(C(C)(C)C)OCCN1C(C2=CC=C(C=C2C1)C1=CC=C(C=C1)S(=O)(=O)N1CCC(CC1)NC1=NC=C(C=C1)C(F)(F)F)=O 2-(2-((tert-butyldimethylsilyl)oxy)ethyl)-5-(4-((4-((5-(trifluoromethyl)pyridin-2-yl)amino)piperidin-1-yl)sulfonyl)phenyl)isoindolin-1-one